N-((3S,4S)-3-((2-(2,6-dichloro-3,5-dimethoxyphenyl)-4-((3,3-difluorocyclopentyl)amino)pyrido[3,4-d]pyrimidin-6-yl)amino)tetrahydro-2H-pyran-4-yl)acrylamide ClC1=C(C(=C(C=C1OC)OC)Cl)C=1N=C(C2=C(N1)C=NC(=C2)N[C@@H]2COCC[C@@H]2NC(C=C)=O)NC2CC(CC2)(F)F